[O+2].[O+2].OC(C(C(=O)[O-])=O)C1=CC=CC=C1.OC(C(C(=O)[O-])=O)C1=CC=CC=C1.OC(C(C(=O)[O-])=O)C1=CC=CC=C1.OC(C(C(=O)[O-])=O)C1=CC=CC=C1 hydroxylphenylpyruvate dioxygen